N-(4-bromophenyl)-6-(1-methyl-1H-pyrazol-4-yl)-2-(3-methyl-[1,2,4]triazolo[4,3-a]pyridin-6-yl)imidazo[1,2-a]pyrazin-3-amine BrC1=CC=C(C=C1)NC1=C(N=C2N1C=C(N=C2)C=2C=NN(C2)C)C=2C=CC=1N(C2)C(=NN1)C